NC=1C(NC2=C3C=CC=NC3=C(C=C2C1C1=C2C=NNC2=C(C=C1)F)OC1CC(C1)C#N)=O (1s,3s)-3-[[3-amino-4-(7-fluoro-1H-indazol-4-yl)-2-oxo-1H-1,7-phenanthrolin-6-yl]oxy]cyclobutane-1-carbonitrile